(3R)-4-(4-bromo-2-fluoro-3-methylbenzoyl)-3-(hydroxymethyl)piperazine-1-carboxylic acid tert-butyl ester C(C)(C)(C)OC(=O)N1C[C@@H](N(CC1)C(C1=C(C(=C(C=C1)Br)C)F)=O)CO